C(C)(=O)OC12CCC(CC1)(CC2)OC(C)=O 1,4-diacetoxybicyclo[2.2.2]Octane